C(#N)C=1C=C(C=CC1)C=1N=C(SC1C1=CC(=NC(=C1)C)C)NC(=O)N1C=CS(C=C1)(=O)=NC N-[4-(3-cyanophenyl)-5-(2,6-dimethyl-4-pyridinyl)thiazol-2-yl]-1-methylimino-1-oxo-1,4-thiazine-4-carboxamide